4-hydroxy-1H-pyrrolo[3,2-c]pyridine-7-carbonitrile OC1=NC=C(C2=C1C=CN2)C#N